CC1(C(OB(O1)C1=C2C=CNC2=CC(=C1)C(F)(F)F)(C)C)C 4-(tetramethyl-1,3,2-dioxaborolan-2-yl)-6-(trifluoromethyl)-1H-indole